Cl.Cl.FC1=CC=C(C2=CC=CC=C12)C(C)N[C@@H]1CNCC1 (3S)-N-(1-(4-fluoronaphthalen-1-yl)ethyl)pyrrolidin-3-amine dihydrochloride